2-[2-[4-chloro-2-[1-(2,2-difluoroethyl)pyrazol-4-yl]oxyphenyl]pyrimidin-5-yl]ethanamine ClC1=CC(=C(C=C1)C1=NC=C(C=N1)CCN)OC=1C=NN(C1)CC(F)F